1,1-dichloro-7-thiaspiro[3.5]nonan-2-one ClC1(C(CC12CCSCC2)=O)Cl